NC=1C=CC(=C(C(=O)NCC2=CC(=CC=C2)C=2SC=CN2)C1)N(C)C 5-amino-2-(dimethylamino)-N-(3-(thiazol-2-yl)benzyl)benzamide